O1N=COC=C1 1,4-dioxazine